2-(3-oxa-8-azabicyclo[3.2.1]oct-8-yl)benzoic acid hydrate O.C12COCC(CC1)N2C2=C(C(=O)O)C=CC=C2